N4-((5-methyl-1H-pyrazol-4-yl)methyl)cyclohexane-1,4-diamine CC1=C(C=NN1)CNC1CCC(CC1)N